2-(2-oxoimidazolidin-1-yl)-4,6-bis(trifluoromethyl)phenyl (2-(cyanomethyl)phenyl)(methyl)carbamate C(#N)CC1=C(C=CC=C1)N(C(OC1=C(C=C(C=C1C(F)(F)F)C(F)(F)F)N1C(NCC1)=O)=O)C